ClC=1C=C(C=C(C1)C=1N(N=C2C(N(CCC21)C(C2=C(C(=CC=C2)OC)Cl)=O)C)C)CC(=O)OC methyl 2-[3-chloro-5-[6-(2-chloro-3-methoxy-benzoyl)-2,7-dimethyl-5,7-dihydro-4H-pyrazolo[3,4-c]pyridine-3-yl]phenyl]acetate